N-[(2-pyridyl)methylsulfenyl]methylamine N1=C(C=CC=C1)CSNC